1-(1-(4-Fluoro-3-hydroxy-phenyl)-1H-indazol-5-yl)-piperidine-4-carboxylic acid FC1=C(C=C(C=C1)N1N=CC2=CC(=CC=C12)N1CCC(CC1)C(=O)O)O